4-(6-(4-acrylamidophenyl)-4-aminopyrazolo[5,1-f][1,2,4]triazin-5-yl)-2-(difluoromethoxy)-N-(2,2,2-trifluoroethyl)benzamide C(C=C)(=O)NC1=CC=C(C=C1)C1=NN2N=CN=C(C2=C1C1=CC(=C(C(=O)NCC(F)(F)F)C=C1)OC(F)F)N